COC(=O)N1CC2(C3=C(C(NC2)=O)C(=C(N3)C3=C(C=NC=C3)F)I)CC1 2'-(3-fluoropyridin-4-yl)-3'-iodo-4'-oxo-5',6'-dihydro-1'h-spiro[pyrrolidine-3,7'-pyrrolo[3,2-c]pyridine]-1-carboxylic acid methyl ester